CN(CCCN(C(CCCCCCCCC)=O)C(CC(=O)NN(CCCCCCCC)CCCCCCCC)CCCCCCCCC)C N-[3-(dimethylamino)propyl]-N-[1-(N',N'-dioctylhydrazine-carbonyl)undec-2-yl]decanamide